CN(C)N1NCCC1 dimethylaminotetrahydropyrazol